(2R,4R)-1-(3-chloro-2-fluorobenzyl)-2-methyl-4-((3,4,5-trimethyl-6-((5-methyl-1H-pyrazol-3-yl)amino)pyridin-2-yl)methyl)piperidine-4-carboxylic acid ClC=1C(=C(CN2[C@@H](C[C@@](CC2)(C(=O)O)CC2=NC(=C(C(=C2C)C)C)NC2=NNC(=C2)C)C)C=CC1)F